COC=1C(=CC2=C(N(C(CO2)=O)C)C1)B1OC(C(O1)(C)C)(C)C 6-methoxy-4-methyl-7-(tetramethyl-1,3,2-dioxaborolan-2-yl)-3,4-dihydro-2H-1,4-benzoOxazine-3-one